NC=1C=C(C#N)C(=CN1)OC1=NC=C(C=C1OCC(F)(F)F)Cl 2-amino-5-((5-chloro-3-(2,2,2-trifluoroethoxy)pyridin-2-yl)oxy)isonicotinonitrile